2-Amino-7-oxo-6-phenyl-6-(1H-1,2,3-triazol-4-yl)-4,5,6,7-tetrahydrobenzo[b]thiophene NC1=CC2=C(S1)C(C(CC2)(C=2N=NNC2)C2=CC=CC=C2)=O